3-Bromo-4-methyl-4,5-dihydro-1H-1,2,4-triazol-5-one Phenyl-N-methylcarbamate C1(=CC=CC=C1)OC(NC)=O.BrC1=NNC(N1C)=O